C(=O)[O-].CC(CC(C)(C)C)(C)N1C=[N+](C=C1)CC(CCCC)CC 1-(1,1,3,3-tetramethylbutyl)-3-(2-ethylhexyl)imidazolium formate